1-(4-(((3R,6S)-1-Acryloyl-6-methylpiperidin-3-yl)amino)-7H-pyrrolo[2,3-d]pyrimidin-7-yl)ethyl isopropyl carbonate C(OC(C)N1C=CC2=C1N=CN=C2N[C@H]2CN([C@H](CC2)C)C(C=C)=O)(OC(C)C)=O